[N+](=O)([O-])C1=CC=C(C=C1)C1=NN=C(O1)C(O)=NN 5-(4-nitrophenyl)-1,3,4-oxadiazole-2-carboxylic acid hydrazone